(3-Hydroxy-2-methyl-4-nitrobut-2-yl)carbamic acid tert-butyl ester C(C)(C)(C)OC(NC(C)(C(C[N+](=O)[O-])O)C)=O